4-(7-methoxyquinolin-4-yl)-2-methylglucuronic acid COC1=CC=C2C(=CC=NC2=C1)[C@@]([C@@H]([C@](C=O)(O)C)O)(O)[C@H](O)C(=O)O